S1C(=NC=C1)C1=CC=C(C=N1)CC=1OC=C(N1)C(=O)OCC ethyl 2-((6-(thiazol-2-yl)pyridin-3-yl)methyl)oxazole-4-carboxylate